4-(trifluoromethyl)-2-((2-(trifluoromethyl)ethoxy)methyl)pyridazin-3(2H)-one FC(C=1C(N(N=CC1)COCCC(F)(F)F)=O)(F)F